7-bromo-1-((tetrahydro-2H-pyran-4-yl)oxy)isoquinoline BrC1=CC=C2C=CN=C(C2=C1)OC1CCOCC1